2-chloro-5-(3-(2,4-dichlorophenyl)-4-(1H-imidazol-1-yl)butoxy)pyridine ClC1=NC=C(C=C1)OCCC(CN1C=NC=C1)C1=C(C=C(C=C1)Cl)Cl